C12(CC(C1)C2)NC(CN2C(C(=CC=C2)NC([C@H](CC/C=C/C(=O)OCC2=CC=CC=C2)NC(=O)C2=C(N=C(S2)C2=CC=CC=C2)C)=O)=O)=O (S,E)-benzyl 7-(1-(2-(bicyclo[1.1.1]pentan-1-ylamino)-2-oxoethyl)-2-oxo-1,2-dihydropyridin-3-ylamino)-6-(4-methyl-2-phenylthiazole-5-carboxamido)-7-oxohept-2-enoate